C(C)(C)(C)NC1=C2C=C(N=CC2=CC(=N1)C#N)NC(=O)[C@H]1CNCCC1 (R)-N-(5-(tert-butylamino)-7-cyano-2,6-naphthyridin-3-yl)piperidine-3-carboxamide